butyl (R,E)-2-(3-(4-(((benzyloxy)carbonyl)amino)piperidin-1-yl)-3-oxoprop-1-en-1-yl)morpholine-4-carboxylate C(C1=CC=CC=C1)OC(=O)NC1CCN(CC1)C(/C=C/[C@@H]1CN(CCO1)C(=O)OCCCC)=O